4-([1,1'-binaphthalen]-7-yl)-N-phenylaniline C1(=CC=CC2=CC=C(C=C12)C1=CC=C(NC2=CC=CC=C2)C=C1)C1=CC=CC2=CC=CC=C12